N-((5-isobutyl-4-methyl-3-(4-((2-(trifluoromethyl)-1H-imidazol-1-yl)methyl)phenyl)thiophen-2-yl)sulfonyl)-2-oxa-6-azaspiro[3.3]heptane-6-carboxamide C(C(C)C)C1=C(C(=C(S1)S(=O)(=O)NC(=O)N1CC2(COC2)C1)C1=CC=C(C=C1)CN1C(=NC=C1)C(F)(F)F)C